1-(3-chloro-4-methoxyphenyl)cyclopropanecarboxylic acid ClC=1C=C(C=CC1OC)C1(CC1)C(=O)O